(4aR)-3-acryloyl-11-fluoro-10-(2-fluoro-6-hydroxyphenyl)-8-(2-isopropyl-4-methylpyridin-3-yl)-1,2,3,4,4a,5-hexahydropyrazino[1',2':4,5][1,4]oxazino[2,3-c][1,8]naphthyridin-7(8H)-one C(C=C)(=O)N1C[C@H]2N(C3=C(C(N(C=4N=C(C(=CC34)F)C3=C(C=CC=C3O)F)C=3C(=NC=CC3C)C(C)C)=O)OC2)CC1